C(C1=CC=CC=C1)N(P(C1=C(C=CC=C1)C)C1=CC=CC=C1)P(C1=CC=C(C=C1)[Si](CCCC)(CCCC)CCCC)C1=CC=C(C=C1)[Si](CCCC)(CCCC)CCCC N-benzyl-N-(bis(4-(tributylsilyl)phenyl)phosphaneyl)-1-phenyl-1-(o-tolyl)phosphanamine